ClC=1C=CC2=C([C@@H](C[C@@H](O2)C(=O)NC23[C@H](CC(CC2)(CC3)NC(COC3=CC(=C2C=NNC2=C3)F)=O)O)O)C1 (2R,4R)-6-chloro-N-[(2S)-4-{2-[(4-fluoro-1H-indazol-6-yl)oxy]acetamido}-2-hydroxybicyclo[2.2.2]oct-1-yl]-4-hydroxy-3,4-dihydro-2H-1-benzopyran-2-carboxamide